COCC(OCC(OCC(C)OCCCCCC)C)C tripropylene glycol n-hexyl methyl ether